ClC=1C=CC(=NC1)C 5-chloro-2-methylpyridine